CCC(CO)(CO)COC(=O)C(=C)C trimethylolpropane methacrylate